deoxy-2'-fluoroinosine F[C@H]1[C@@H](O[C@@H]([C@H]1O)CO)N1C=NC=2C(O)=NC=NC12